3-((7-(5-Chloro-1-(((R)-morpholin-2-yl)methyl)-1H-indazol-7-yl)thieno[3,2-b]Pyridin-2-yl)methyl)-6,6-dimethyl-3-azabicyclo[3.1.0]hexane-2,4-dione ClC=1C=C2C=NN(C2=C(C1)C1=C2C(=NC=C1)C=C(S2)CN2C(C1C(C1C2=O)(C)C)=O)C[C@H]2CNCCO2